6-(Difluoro(phenyl)methyl)-2-(pyridin-2-yl)pyrimidin-4-ol FC(C1=CC(=NC(=N1)C1=NC=CC=C1)O)(C1=CC=CC=C1)F